(Z)-N'-hydroxy-3-(3-nitrophenyl)-3-oxo-N-(1-(tetrahydro-2H-pyran-2-yl)-1H-indazol-5-yl)propionamidine O\N=C(\CC(=O)C1=CC(=CC=C1)[N+](=O)[O-])/NC=1C=C2C=NN(C2=CC1)C1OCCCC1